4-formylphenyl tert-butyl carbonate C(OC1=CC=C(C=C1)C=O)(OC(C)(C)C)=O